FC=1C=C(C=CC1)[C@@H]1[C@H](CN(C1)CC(F)(F)F)NC(=O)NC1=C2C(=NN1C1=CC=CC=C1)CCC2 1-((3R,4S)-4-(3-fluorophenyl)-1-(2,2,2-trifluoroethyl)pyrrolidin-3-yl)-3-(2-phenyl-2,4,5,6-tetrahydrocyclopenta[c]pyrazol-3-yl)urea